7-chloro-1-cyclopentyl-2-oxo-1,2-dihydro-1,8-naphthyridine-3-carbonitrile ClC1=CC=C2C=C(C(N(C2=N1)C1CCCC1)=O)C#N